(R)-3-(7-(tert-butoxycarbonyl)-3-thioxohexahydroimidazo[1,5-a]pyrazin-2(3H)-yl)-2,2-dimethylpropanoic acid C(C)(C)(C)OC(=O)N1C[C@H]2N(CC1)C(N(C2)CC(C(=O)O)(C)C)=S